5,5-dimethyl-3-morpholinone CC1(COCC(N1)=O)C